8-[2-[5-Bromo-2-(8-chloro-4-oxochromen-2-yl)phenoxy]ethyl]-8-azabicyclo[3.2.1]octan BrC=1C=CC(=C(OCCN2C3CCCC2CC3)C1)C=1OC3=C(C=CC=C3C(C1)=O)Cl